[3-(3-oxobutanoyloxy)-2,2-bis(3-oxobutanoyloxymethyl) propyl] 3-oxobutanoate O=C(CC(=O)OCC(COC(CC(C)=O)=O)(COC(CC(C)=O)=O)COC(CC(C)=O)=O)C